2,6-dichloro-8-({4-[1-cyclopropyl-4-(trifluoromethyl)imidazol-2-yl]phenyl}methyl)pteridin-7-one ClC1=NC=2N(C(C(=NC2C=N1)Cl)=O)CC1=CC=C(C=C1)C=1N(C=C(N1)C(F)(F)F)C1CC1